FC(C1=CC=CC(=N1)OCC1CCCC12CCN(CC2)C(=O)OC(C)(C)C)(F)F tert-butyl 1-({[6-(trifluoromethyl)pyridin-2-yl]oxy}methyl)-8-azaspiro[4.5]decane-8-carboxylate